(1S,2R)-1-((2R,3R,4S)-4-azido-3-((tert-butoxycarbonyl)amino)-6-(methoxycarbonyl)-3,4-dihydro-2H-pyran-2-yl)propane-1,2,3-triyl triacetate C(C)(=O)O[C@H]([C@@H](COC(C)=O)OC(C)=O)[C@@H]1OC(=C[C@@H]([C@H]1NC(=O)OC(C)(C)C)N=[N+]=[N-])C(=O)OC